NC=1NC(C=2N=CN(C2N1)CCOCP(OCCCSCCCCCCCCCCCCC#C[Si](C)(C)C)(O)=O)=O 3-((14-(trimethylsilyl)tetradec-13-yn-1-yl)thio)propyl hydrogen ((2-(2-amino-6-oxo-1,6-dihydro-9H-purin-9-yl)ethoxy)methyl)phosphonate